N1C(=NC2=C1C=CC=C2)C2=CC(=NN2CC2=CC=C(C=C2)OC)NC(C2=CC(=C(C=C2)OCCO)F)=O N-[5-(1H-benzimidazol-2-yl)-1-[(4-methoxyphenyl)methyl]pyrazol-3-yl]-3-fluoro-4-(2-hydroxyethoxy)benzamide